NC=1N=CC(=NC1OC(C)C1=C(C(=CC=C1Cl)F)Cl)C1=CC=C(C=N1)C(=O)N1CCN(CC1)C(C)C (6-{5-amino-6-[1-(2,6-dichloro-3-fluoro-phenyl)-ethoxy]-pyrazin-2-yl}-pyridin-3-yl)-(4-isopropyl-piperazin-1-yl)-methanone